(1S,5S)-N-(2-(1H-imidazol-4-yl)ethyl)-6-(4-ethoxyphenyl)-9,9-dimethyl-3,6-diazabicyclo[3.2.2]nonane-3-carboxamide N1C=NC(=C1)CCNC(=O)N1C[C@@H]2CN([C@H](C1)C(C2)(C)C)C2=CC=C(C=C2)OCC